methoxy-2-(9H-carbazole-9-yl)ethyl-phosphonic acid COC(CP(O)(O)=O)N1C2=CC=CC=C2C=2C=CC=CC12